S(=O)(=O)(O)C1=CC=C(C)C=C1.[N+](=O)([O-])C1=C(C=CC=C1)N1C(=CC=C1)C=CC=NC(=NN)N N-{3-[1-(2-nitrophenyl)-1H-pyrrol-2-yl]-allylidene}-aminoguanidine tosylate